N-(3,5-dichlorobenzyl)-4-(3-(pyridin-4-ylmethyl)ureido)benzamide ClC=1C=C(CNC(C2=CC=C(C=C2)NC(=O)NCC2=CC=NC=C2)=O)C=C(C1)Cl